C1(CC1)NC(=O)NC=1C=NN2C1N=C(C=C2NC)NC2=CC=CC=1OCCOC12 1-cyclopropyl-3-(5-((2,3-dihydrobenzo[b][1,4]dioxin-5-yl)amino)-7-(methylamino)pyrazolo[1,5-a]pyrimidin-3-yl)urea